methyl-N-((3R)-6-(trifluoromethyl)-2,3-dihydro-1-benzofuran-3-yl)-1,3-dihydrofuro[3,4-c]quinoline-8-carboxamide CC1OCC=2C=NC=3C=CC(=CC3C21)C(=O)N[C@H]2COC1=C2C=CC(=C1)C(F)(F)F